(6Ar,10aR)-3-(1-hexylcyclohexyl)-6,6,9-trimethyl-6a,7,10,10a-tetrahydrobenzo[c]chromen-1-ol C(CCCCC)C1(CCCCC1)C=1C=C(C=2[C@H]3[C@H](C(OC2C1)(C)C)CC=C(C3)C)O